CN1C(C=C(C2=CC(=CC=C12)C#N)N1CCOCC2=C1C=CC=C2C#CC2(CC2)C(F)(F)F)=O 1-methyl-2-oxo-4-(6-((1-(trifluoromethyl)cyclopropyl)ethynyl)-2,3-dihydrobenzo[e][1,4]oxazepin-1(5H)-yl)-1,2-dihydroquinoline-6-carbonitrile